4-chloro-N-(5-methyl-1-(tetrahydro-2H-pyran-2-yl)-1H-pyrazol-3-yl)pyridin-2-amine ClC1=CC(=NC=C1)NC1=NN(C(=C1)C)C1OCCCC1